FC=1C=C(C=CC1)C1CC=NN1C(=O)C12CC(C1)(C2)COC=2N=CC(=NC2)C#N 5-((3-(5-(3-fluorophenyl)-4,5-dihydro-1H-pyrazole-1-carbonyl)bicyclo[1.1.1]pentan-1-yl)methoxy)pyrazine-2-carbonitrile